CC=1C(=NC=NC1C)N1CCC(CC1)NS(=O)(=O)N N-(1-(5,6-dimethylpyrimidin-4-yl)piperidin-4-yl)sulfamide